NC1=CC2=C(OCCO2)C=C1 6-amino-1,4-benzodioxane